SCC1=CC=C(C=C1)SC1=CC=C(C=C1)CS bis[4-(mercaptomethyl)phenyl]sulfide